COC(C(=CC1=CC=CC=C1)C=1N=NN(C1)CC1=CC(=CC=C1)Cl)=O (1-(3-chlorobenzyl)-1H-1,2,3-triazol-4-yl)cinnamic acid methyl ester